(2Z)-2-({2-fluoro-4-methyl-5-[(2,2,2-trifluoroethyl)sulfanyl]phenyl}-imino)-1,3-thiazolidine-4-one FC1=C(C=C(C(=C1)C)SCC(F)(F)F)\N=C\1/SCC(N1)=O